BrC1=CC2C=C(C(NC2C=C1)=O)O 6-Bromo-3-hydroxy-1,2,4a,8a-tetrahydroquinolin-2-one